C(=C)C1=CC=C(CN=[N+]=[N-])C=C1 4-VINYLBENZYL AZIDE